p-carboxyethylcarbamoylbenzene C(=O)(O)CCNC(=O)C1=CC=CC=C1